6-[2-(5-ethyl-5-azaspiro[3.5]nonan-8-yl)-7-fluoro-indazol-5-yl]-2,8-dimethyl-imidazo[1,2-b]pyridazine C(C)N1C2(CCC2)CC(CC1)N1N=C2C(=CC(=CC2=C1)C=1C=C(C=2N(N1)C=C(N2)C)C)F